ClC=1C=C2CC=3C(=NNCOC3)C2=CC1 8-chloro-2,6-dihydro-3H-indeno[1,2-e][1,3,4]oxadiazepine